N-(5-Bromo-2-(3-(4-fluoropiperidin-1-yl)propoxy)pyridin-3-yl)methanesulfonamide BrC=1C=C(C(=NC1)OCCCN1CCC(CC1)F)NS(=O)(=O)C